(1r,3s)-methyl 3-(3-aminopropyl)cyclobutanecarboxylate NCCCC1CC(C1)C(=O)OC